C(C1=CC=CC=C1)OC[C@@H]1[C@H](C1)COC1=C(C=CC(=N1)C(=O)NC(C(=O)OCC)(CC)CC)Br Ethyl 2-[(6-{[(1S,2S)-2-[(benzyloxy)methyl]cyclopropyl]methoxy}-5-bromopyridin-2-yl)formamido]-2-ethylbutanoate